S(=O)(=O)(O)C1C(=O)OCCCCCCOC(C1)=O.[Na] sodium N-hexylene sulfosuccinate